N,N-dimethyl-2-(5H-pyrido[3'',4'':4',5']pyrrolo[3',2':4,5]imidazo[1,2-a]pyrazin-5-yl)ethan-1-amine CN(CCN1C2=C(C=3N=C4N(C=CN=C4)C31)C=NC=C2)C